FC=1C=C(C=CC1)S(=O)(=O)N1CCN(CC1)C(=O)[C-]1C=CC=C1.[CH-]1C=CC=C1.[Fe+2] (4-((3-fluorophenyl)sulfonyl)piperazin-1-yl)(ferrocenyl)methanone